COC=1C=C(C(=O)OC)C=C(C1NCC1CNC(C1)=O)[N+](=O)[O-] methyl 3-methoxy-5-nitro-4-(((5-oxopyrrolidin-3-yl)methyl)amino)benzoate